BrC1=CC=2N(C(N(C(C2S1)=O)C1=NC(=CN=C1)C)=O)CCC#N 3-[6-bromo-3-(6-methylpyrazin-2-yl)-2,4-dioxo-thieno[3,2-d]pyrimidin-1-yl]propanenitrile